Tert-butyl (2-(2-(2-(2-(3,5-bis(((tert-butyldimethylsilyl)oxy)methyl)-1H-pyrazol-1-yl)ethoxy)ethoxy)ethoxy)ethyl)carbamate [Si](C)(C)(C(C)(C)C)OCC1=NN(C(=C1)CO[Si](C)(C)C(C)(C)C)CCOCCOCCOCCNC(OC(C)(C)C)=O